2,2'-biquinolinyl-4,4'-dicarboxylic acid diheptylester C(CCCCCC)OC(=O)C1=CC(=NC2=CC=CC=C12)C1=NC2=CC=CC=C2C(=C1)C(=O)OCCCCCCC